pyridine-2,4-dicarboxylic acid-4-monomethyl ester COC(=O)C1=CC(=NC=C1)C(=O)O